4-[8-[(1R)-1-[(6-Chloro-2-methyl-3-pyridyl)amino]ethyl]-3,6-dimethyl-4-oxo-chromen-2-yl]-1-methyl-pyridin-2-one ClC1=CC=C(C(=N1)C)N[C@H](C)C=1C=C(C=C2C(C(=C(OC12)C1=CC(N(C=C1)C)=O)C)=O)C